2-(5-(8-(5-(1,4-dioxaspiro[4.5]decan-8-yl)pyrimidin-2-yl)-3,8-diazabicyclo[3.2.1]octan-3-yl)-6-aminopyridazin-3-yl)phenol O1CCOC12CCC(CC2)C=2C=NC(=NC2)N2C1CN(CC2CC1)C=1C=C(N=NC1N)C1=C(C=CC=C1)O